S1C(=CC=C1)C1=C(C2=C(S1)C(=C(S2)C=2SC=CC2)CCCCCCCCCCCCCCC)CCCCCCCCCCCCCCC 2,5-bis(2-thienyl)-3,6-dipentadecylthieno[3,2-b]thiophene